2-(bis(3-chloro-4-fluorophenyl)methyl)-1-((2-(trimethylsilyl)ethoxy)methyl)-5,6,7,8-tetrahydro-1H-thiepino[2,3-d]imidazole 4,4-dioxide ClC=1C=C(C=CC1F)C(C=1N(C2=C(N1)S(CCCC2)(=O)=O)COCC[Si](C)(C)C)C2=CC(=C(C=C2)F)Cl